CN1N=NC(=C1NC1=NC(=CC=C1)CCC)C1=CC=C(C=N1)OC1(CCCCC1)C(=O)O (6-(1-methyl-5-((6-propylpyridin-2-yl)amino)-1H-1,2,3-triazol-4-yl)pyridin-3-yl)oxylcyclohexane-1-carboxylic acid